N,N-bis(2,3-diacetoxypropyl)-2,4,6-triiodo-1,3-benzenedicarboxamide C(C)(=O)OC(CN(C(=O)C1=C(C(=C(C=C1I)I)C(=O)N)I)CC(COC(C)=O)OC(C)=O)COC(C)=O